(S)-5-((1-(4-(Hexahydropyrrolo[1,2-a]pyrazin-2(1H)-yl)-2-methoxyphenyl)-1H-imidazol-4-yl)amino)pyrazine-2-carbonitrile C1[C@H]2N(CCN1C1=CC(=C(C=C1)N1C=NC(=C1)NC=1N=CC(=NC1)C#N)OC)CCC2